N-[(1S,9S)-4-methoxy-17-methyl-17-azatetracyclo[7.5.3.01,10.02,7]heptadeca-2(7),3,5-trien-5-yl]morpholine-2-carboxamide COC1=CC=2[C@@]34C([C@H](CC2C=C1NC(=O)C1CNCCO1)N(CC4)C)CCCC3